trans-2,4-dimethyl-1,3-dioxacyclopentane-2-acetic acid ethyl ester C(C)OC(C[C@]1(OC[C@@H](O1)C)C)=O